C(#N)C=1C=C(C=NC1OC1CCN(CC1)C)NC(=O)C=1C=NN(C1C(F)(F)F)C1=CN=CC2=CC=CC=C12 N-(5-cyano-6-((1-methylpiperidin-4-yl)oxy)pyridin-3-yl)-1-(isoquinolin-4-yl)-5-(trifluoromethyl)-1H-pyrazole-4-carboxamide